1-(4-(5'-(4-(tert-butyl)piperazin-1-yl)-3-hydroxy-6'-(methylamino)-[2,3'-bipyridin]-4-yl)-2-chlorophenyl)-3-methyl-1H-imidazol-2(3H)-one C(C)(C)(C)N1CCN(CC1)C=1C=C(C=NC1NC)C1=NC=CC(=C1O)C1=CC(=C(C=C1)N1C(N(C=C1)C)=O)Cl